di(2-ethylhexyl) azelate C(CCCCCCCC(=O)OCC(CCCC)CC)(=O)OCC(CCCC)CC